O=C1OC(CN1C12CC(C1)(C2)NC(OC(C)(C)C)=O)[C@@H]2C[C@@H](C2)OC(F)(F)F tert-butyl (3-(2-oxo-5-(cis-3-(trifluoromethoxy)cyclobutyl)oxazolidin-3-yl)bicyclo[1.1.1]pentan-1-yl)carbamate